1-((2-Methyl-5-(5-phenyl-4H-1,2,4-triazol-3-yl)phenyl)sulfonyl)azetidin CC1=C(C=C(C=C1)C1=NN=C(N1)C1=CC=CC=C1)S(=O)(=O)N1CCC1